Bis(diphenylphosphino)ferrocene palladium (II) chloride [Pd](Cl)Cl.C1(=CC=CC=C1)P(C1=CC=CC=C1)[C-]1C=CC=C1.[C-]1(C=CC=C1)P(C1=CC=CC=C1)C1=CC=CC=C1.[Fe+2]